P(OC1=C(C=C(C=C1C)C(C)(C)C)C(C)(C)C)(OC1=C(C=C(C=C1C)C(C)(C)C)C(C)(C)C)OCC Bis(2,4-di-tert-butyl-6-methyl-phenyl) ethyl phosphite